FC1(C[C@H](CC1)C=1NC=C(N1)CC1=CC=NC=C1)F (S)-4-((2-(3,3-Difluorocyclopentyl)-1H-imidazol-4-yl)methyl)pyridine